N-(ε-maleimidocaproyloxy)succinimide C1(C=CC(N1CCCCCC(=O)ON1C(CCC1=O)=O)=O)=O